C1(CC1)C(C=1C(=C(C(=C2C=NNC12)C=1N=CC=2N(C1)C=C(N2)NC(=O)[C@H]2[C@H](C2)F)C(F)F)F)O (1S,2S)-N-(6-(7-(cyclopropyl(hydroxy)methyl)-5-(difluoromethyl)-6-fluoro-1H-indazol-4-yl)imidazo[1,2-a]pyrazin-2-yl)-2-fluorocyclopropane-1-carboxamide